C1=C(C=CC2=CC=CC=C12)CN1N=CC(=C1)C1=NC=2N3C(N(C(C2N1)=O)CCC)=NC=C3 2-[1-(2-naphthylmethyl)pyrazol-4-yl]-5-propyl-3H-imidazo[2,1-b]purin-4-one